C1(CC1)C=1C=CC=2N(C1)C=C(N2)COC2=CC(=NC=N2)NCC2=C(C=C(C#N)C=C2C)C 4-(((6-((6-cyclopropylimidazo[1,2-a]pyridin-2-yl)methoxy)pyrimidin-4-yl)amino)methyl)-3,5-dimethylbenzonitrile